Cl.ClC1=C(C=CC=C1C1=CC2=C(N=CN2CC(F)(F)F)C=C1)[C@@]1(CC(N(C(N1)=N)[C@@H]1C[C@@H](OCC1)C)=O)C (6S)-6-{2-Chloro-3-[3-(2,2,2-trifluoroethyl)benzimidazol-5-yl]-phenyl}-2-imino-6-methyl-3-[(2S,4S)-2-methyltetrahydropyran-4-yl]hexahydropyrimidin-4-one hydrochloride